C(CCCCCCCCCCC)C(C(=O)NC(C)S(=O)(=O)[O-])=C.[Na+] sodium 2-dodecylacrylamidoethanesulfonate